1-(2,4-Dichloro-phenyl)-4-ethyl-5-[4-(5-fluoro-pent-1-ynyl)-phenyl]-1H-pyrazole-3-carboxylic acid piperidin-1-ylamide N1(CCCCC1)NC(=O)C1=NN(C(=C1CC)C1=CC=C(C=C1)C#CCCCF)C1=C(C=C(C=C1)Cl)Cl